2,2'-azobis(2-methyl-N-[1,1-bis(hydroxymethyl)ethyl]propionamide) N(=NC(C(=O)NC(C)(CO)CO)(C)C)C(C(=O)NC(C)(CO)CO)(C)C